S1C(=NC2=C1C=CC=C2)COC2=CC=CC(=N2)C2CCN(CC2)CC2=NC1=C(N2CC2=CN=CN2CC)C=C(C=C1)C(=O)OC Methyl 2-((4-(6-(benzo[d]thiazol-2-ylmethoxy)pyridin-2-yl)piperidin-1-yl)methyl)-1-((1-ethyl-1H-imidazol-5-yl)methyl)-1H-benzo[d]imidazole-6-carboxylate